aluminum zinc-aluminum-magnesium-zinc [Zn].[Mg].[Al].[Zn].[Al]